C(C)(C)(C)OC(=O)N1CCC(CC1)NC=1C=C(C(=O)OC)C(=CN1)Cl methyl 2-((1-(tert-butoxycarbonyl)piperidin-4-yl)amino)-5-chloroisonicotinate